N-(azetidin-3-yl)-6-cyano-4-(2-((6,6-dimethyl-2,4-dioxo-3-azabicyclo[3.1.0]hexan-3-yl)methyl)thieno[3,2-b]pyridin-7-yl)-2-methylnicotinamide N1CC(C1)NC(C1=C(N=C(C=C1C1=C2C(=NC=C1)C=C(S2)CN2C(C1C(C1C2=O)(C)C)=O)C#N)C)=O